(E)-2-(2,6-dimethoxy-4-(2-(4'-methoxy-2-methylbiphenyl-3-yl)vinyl)benzylamino)-6-hydroxybenzoic acid COC1=C(CNC2=C(C(=O)O)C(=CC=C2)O)C(=CC(=C1)\C=C\C=1C(=C(C=CC1)C1=CC=C(C=C1)OC)C)OC